(N-[4-amino-5-[6-(3-azabicyclo[3.2.1]oct-3-yl)pyridine-3-carbonyl]thiazol-2-yl]-4-fluoro-anilino)propanamide NC=1N=C(SC1C(=O)C=1C=NC(=CC1)N1CC2CCC(C1)C2)N(C2=CC=C(C=C2)F)C(C(=O)N)C